C(C)(C)(C)N1N=C(C(=C1C)O)C1=CC(=CC(=C1)Br)Br 1-(tert-butyl)-3-(3,5-dibromophenyl)-5-methyl-pyrazole-4-ol